C(CCCCCCC\C=C/CCCCCCCC)O (Z)-9-octadecene-1-ol